(S)-tert-butyl 4-(6-amino pyridin-3-yl)-3-methylpiperazine-1-carboxylate NC1=CC=C(C=N1)N1[C@H](CN(CC1)C(=O)OC(C)(C)C)C